2-(5-{[(1R,6R,7S)-6-fluoro-3-oxa-9-azabicyclo[3.3.1]nonan-7-yl](methyl)amino}pyrazin-2-yl)-5-(6-methoxypyrimidin-4-yl)phenol F[C@@H]1C2COC[C@@H](C[C@@H]1N(C=1N=CC(=NC1)C1=C(C=C(C=C1)C1=NC=NC(=C1)OC)O)C)N2